di-tert-butyl-cumene C(C)(C)(C)C=1C(=C(C=CC1)C(C)C)C(C)(C)C